2-amino-4-(cyclopropylmethoxy)phenol NC1=C(C=CC(=C1)OCC1CC1)O